O=C1NC2=CC=C(C=C2C=C1C1=CC=C(C=C1)NC(CC)=O)C1=CC=C(C=C1)N1CCN(CC1)C(C)C N-[4-(2-oxo-6-{4-[4-(propan-2-yl)piperazin-1-yl]phenyl}-1,2-dihydroquinolin-3-yl)phenyl]propanamide